Methyl 1-(4-(4-cyano-2-fluorophenyl)piperazin-1-yl)-2,3-dihydro-1H-indene-5-carboxylate C(#N)C1=CC(=C(C=C1)N1CCN(CC1)C1CCC2=CC(=CC=C12)C(=O)OC)F